C1(=CC(=CC=C1)CCC=1C(=O)NC(C1)=O)CCC=1C(=O)NC(C1)=O (m-xylylene)biscitraconimide